6-(5,6-dimethyl-2-morpholinopyrimidin-4-yl)-N-(1-methyl-1H-pyrazol-5-yl)-5,6,7,8-tetrahydro-1,6-naphthyridin-3-amine CC=1C(=NC(=NC1C)N1CCOCC1)N1CC=2C=C(C=NC2CC1)NC1=CC=NN1C